C(C)(C)(C)N(C)CC(C(=O)N[C@H]1CN(CCC1)CC1=CC(=NC=C1)C(=O)NC1=CC=C(C=C1)C1=CC2=C(N=CN=C2N2CCOCC2)N1)=C (R)-4-((3-(2-((tert-butyl(methyl)amino)methyl)acrylamido)piperidin-1-yl)methyl)-N-(4-(4-morpholino-7H-pyrrolo[2,3-d]pyrimidin-6-yl)phenyl)picolinamide